4-chloro-6-(1-phenylcyclopropyl)pyrimidin-2-amine ClC1=NC(=NC(=C1)C1(CC1)C1=CC=CC=C1)N